CN(C(N[C@@H]1CC[C@H](CC1)CC=O)=O)C trans-2-(4-(3,3-dimethylureido)cyclohexyl)acetaldehyde